propyl 4-methoxy-2-propiolamido-5-propoxybenzoate COC1=CC(=C(C(=O)OCCC)C=C1OCCC)NC(C#C)=O